4-[4-[1-[4-(5-Hydroxypyridin-3-yl)phenyl]ethyl]piperazin-1-yl]benzoic acid OC=1C=C(C=NC1)C1=CC=C(C=C1)C(C)N1CCN(CC1)C1=CC=C(C(=O)O)C=C1